COB(OC)OC.CC1=CC=C(C=C1)[NH+](C1=CC=C(C=C1)C)C1=CC=C(C=C1)C tri(4-methylphenyl)ammonium trimethylborate